C(C)(C)(C)OC=1C=C2CCC(C(C2=CC1)C1=CC=C(C=C1)O)C1=CC=CC=C1 4-(6-tert-butoxy-2-phenyl-tetralin-1-yl)phenol